BrC=1C=C(OC1Br)C=O 4,5-DIBROMO-2-FURALDEHYDE